1-cyclobutyl-1,4-dihydropyrazine-2,3-dione C1(CCC1)N1C(C(NC=C1)=O)=O